C1(CC1)C=1C=C2CCC(N(C2=CC1)S(=O)(=O)C=1C=CC(=C(CO)C1)OCC1CCOCC1)C 5-((6-cyclopropyl-2-methyl-3,4-dihydroquinolin-1(2H)-yl)sulfonyl)-2-((tetrahydro-2H-pyran-4-yl)methoxy)benzyl Alcohol